1-butyl-3-((1-methyl-1H-indazol-4-yl)methyl)-2-oxoindolin-3-yl benzoate C(C1=CC=CC=C1)(=O)OC1(C(N(C2=CC=CC=C12)CCCC)=O)CC1=C2C=NN(C2=CC=C1)C